COC1=CC2=C(N=C(S2)CNC(=O)C2(CC3=CC=CC=C3C2)CC(=O)[O-])C=C1OCCC[N+]1(CCOCC1)C 2-[2-[[6-methoxy-5-[3-(4-methylmorpholin-4-ium-4-yl)propoxy]-1,3-benzothiazol-2-yl]methylcarbamoyl]indan-2-yl]acetate